6-bromo-8-chloro-N'-(2,2-difluoroacetyl)imidazo[1,2-a]pyridine-3-carbohydrazide BrC=1C=C(C=2N(C1)C(=CN2)C(=O)NNC(C(F)F)=O)Cl